tert-butyl N-({1-[(2,2-difluoro-1,3-benzodioxol-5-yl)sulfonyl]-5-(2-fluoropyridin-3-yl)-1H-pyrrol-3-yl}methyl)-N-methylcarbamate FC1(OC2=C(O1)C=CC(=C2)S(=O)(=O)N2C=C(C=C2C=2C(=NC=CC2)F)CN(C(OC(C)(C)C)=O)C)F